4-cyclohexyl-5-(1-methyl-1H-pyrazol-4-yl)-N2-(2-(pyridin-4-yl)ethyl)pyrimidine-2,4-diamine C1(CCCCC1)C1(NC(=NC=C1C=1C=NN(C1)C)NCCC1=CC=NC=C1)N